1-(9-(4-amino-3-(4-fluorophenyl)pyrazolo[1,5-a]pyrazin-2-yl)-3-azaspiro[5.5]undec-8-en-3-yl)prop-2-en-1-one NC=1C=2N(C=CN1)N=C(C2C2=CC=C(C=C2)F)C2=CCC1(CCN(CC1)C(C=C)=O)CC2